C(C)[C@]1(C(NC(N1)=O)=O)C1=CC=C(C=C1)C(=O)N1CCC(CC1)C=1SC2=C(N1)C=CC(=C2)C (R)-5-ethyl-5-{4-[4-(6-methylbenzothiazol-2-yl)piperidine-1-carbonyl]phenyl}imidazolidine-2,4-dione